(Z)-2-(2-hydroxypropan-2-yl)-1-((4-methoxyphenyl) imino)-3-phenyl-1H-inden-5-yl 4-chlorobenzenesulfonate ClC1=CC=C(C=C1)S(=O)(=O)OC=1C=C2C(=C(\C(\C2=CC1)=N/C1=CC=C(C=C1)OC)C(C)(C)O)C1=CC=CC=C1